ClC=1C(=C(C=CC1)C1(CNC(C2=C1N=C(N=C2N(C)C)SC)=O)C)F 8-(3-chloro-2-fluorophenyl)-4-(dimethylamino)-8-methyl-2-(methylsulfanyl)-7,8-dihydropyrido[4,3-d]pyrimidin-5(6H)-one